2,2'-diphenylphosphino-1,1'-Binaphthyl C1(=CC=CC=C1)PC1=C(C2=CC=CC=C2C=C1)C1=C(C=CC2=CC=CC=C12)PC1=CC=CC=C1